(Z)-3-fluoro-4-(4-(1-methyl-1H-pyrazol-5-yl)-6-(trifluoromethyl)-1H-benzo[d]imidazol-1-yl)but-2-en-1-yl-amine Hydrochloride Cl.F\C(=C/CN)\CN1C=NC2=C1C=C(C=C2C2=CC=NN2C)C(F)(F)F